4-bromo-2,2,3,3-tetramethyl-2,3-dihydrofuran BrC=1C(C(OC1)(C)C)(C)C